CSC1=NCCC2=C1SC(=C2)CNC(OC(C)(C)C)=O tert-butyl ((7-(methylthio)-4,5-dihydrothieno[2,3-c]pyridin-2-yl)methyl)carbamate